O=C1NC(CCC1C1=NN(C2=C(C(=CC=C12)C1CCN(CC1)C[C@H]1[C@H](CN(CC1)C(=O)OC(C)(C)C)C)F)C)=O tert-butyl (3R,4R)-4-[[4-[3-(2,6-dioxo-3-piperidyl)-7-fluoro-1-methyl-indazol-6-yl]-1-piperidyl]methyl]-3-methyl-piperidine-1-carboxylate